ClC1=C(C=C(C=C1)NC(NC1=CC=C(OC2=CC(=NC=C2)C(=O)NC)C=C1)=O)C(F)(F)F 4-(4-{3-[4-chloro-3-(trifluoromethyl)phenyl]ureido}phenoxy)-N2-methylpyridine-2-carboxamide